N(=C=O)C1=C2C(CCC2=CC=2CCC(C12)([2H])[2H])([2H])[2H] 4-isocyanato-1,2,3,5,6,7-hexahydro-s-indacene-3,3,5,5-d4